O1C(=CC2=C1C=CC=C2)CN2C=CC1=CC=CC(=C21)C(=O)NC2(CC2)C21CC(C2)(C1)C(=O)OC methyl 3-(1-(1-(benzofuran-2-ylmethyl)-1H-indole-7-carboxamido)cyclopropyl)bicyclo[1.1.1]pentane-1-carboxylate